COC1=C(CNC2=NC=3C(=CC(=CC3C=3N2N=C(N3)[C@@]3(CN(CCC3)C(=O)OCC3=CC=CC=C3)F)F)OC)C=CC(=C1)OC |r| rac-benzyl 3-(5-((2,4-dimethoxybenzyl)amino)-9-fluoro-7-methoxy-[1,2,4]triazolo[1,5-c]quinazolin-2-yl)-3-fluoropiperidine-1-carboxylate